COC1=CC=C(CN(S(=O)(=O)C2=CC=NN2CCCCCOC2=NC=CC(=C2)C2=C(C(=CC=C2)C(C)C)CC(=O)O)CC2=CC=C(C=C2)OC)C=C1 2-(2-(2-((5-(5-(N,N-bis(4-methoxybenzyl)sulfamoyl)-1H-pyrazol-1-yl)-pentyl)oxy)pyridin-4-yl)-6-isopropylphenyl)acetic acid